1,1,1,3,3,3-hexafluoropropan-2-yl 4-(7-fluoro-3-hydroxy-4,5-dihydropyrazolo[1,5-a][1,8]naphthyridin-2-yl)piperidine-1-carboxylate FC=1C=C2CCC=3N(C2=NC1)N=C(C3O)C3CCN(CC3)C(=O)OC(C(F)(F)F)C(F)(F)F